ClCCCCCCOCCOCCNC(=O)C1=CC=C2C(OC3(C4=CC=C(C=C4OC=4C=C(C=CC34)N3CC(C3)C(=O)O)N3CC(C3)C(=O)O)C2=C1)=O 1,1'-(6-((2-(2-((6-chlorohexyl)oxy)ethoxy)ethyl)carbamoyl)-3-oxo-3H-spiro[isobenzofuran-1,9'-xanthene]-3',6'-diyl)bis(azetidine-3-carboxylic acid)